C1(=CC=CC2=CC=CC=C12)N1N=CC(=C1C(F)(F)F)C(=O)NC=1C=NC=C(C1)C(F)(F)F 1-(naphthalen-1-yl)-5-(trifluoromethyl)-N-(5-(trifluoromethyl)pyridin-3-yl)-1H-pyrazole-4-carboxamide